FC(N1C=NC2=C1C=CC(=C2)OC2=C(C=C(C=C2)NC=2C1=C(N=CN2)C=NC(=N1)S(=O)C)C)F N-(4-((1-(difluoromethyl)-1H-benzo[d]imidazol-5-yl)oxy)-3-methylphenyl)-6-(methylsulfinyl)pyrimido[5,4-d]pyrimidin-4-amine